Di(allylacrylamido)propan C(C=C)C=CC(=O)NC(C)(C)NC(C=CCC=C)=O